C(C)(C)C1=C(OC=2C(=NC(=NC2)NCCOC)N)C=C(C(=C1)OC)OC 5-(2-Isopropyl-4,5-dimethoxy-phenoxy)-N2-(2-methoxy-ethyl)-pyrimidine-2,4-diamine